C(C1=CC=CC=C1)OC[C@H]1COCC(CN1C(=O)OC(C)(C)C)O tert-butyl (3S)-3-((benzyloxy)methyl)-6-hydroxy-1,4-oxazepane-4-carboxylate